tri(fluoropropyl-methyl)cyclotrisiloxane FCCCC[SiH]1O[SiH](O[SiH](O1)CCCCF)CCCCF